N-[1-(4-Cyanophenyl)-5-oxopyrrolidin-3-yl]-2-(2,5-dichlorophenyl)acetamid C(#N)C1=CC=C(C=C1)N1CC(CC1=O)NC(CC1=C(C=CC(=C1)Cl)Cl)=O